O=C1C2N(C(CN1C(=O)[O-])C2)C(=O)OCC2=CC=CC=C2 6-benzyl 2-oxo-3,6-diazabicyclo[3.1.1]heptane-3,6-dicarboxylate